1-(2,2-difluoroethyl)-4-[2,3-difluoro-4-(4,4,5,5-tetramethyl-1,3,2-dioxaborolan-2-yl)phenyl]-3-methyl-pyrazole FC(CN1N=C(C(=C1)C1=C(C(=C(C=C1)B1OC(C(O1)(C)C)(C)C)F)F)C)F